di(2-ethylhexyl)(n-pentyl)cyclohexane C(C)C(CC1(CCC(CC1)CCCCC)CC(CCCC)CC)CCCC